9-octylcarbazole-2,7-diboronic acid C(CCCCCCC)N1C2=CC(=CC=C2C=2C=CC(=CC12)B(O)O)B(O)O